2-(4-{2-[(2,3-dihydro-1H-inden-2-yl)amino]pyrimidin-5-yl}-3-ethoxy-1H-pyrazol-1-yl)acetic acid C1C(CC2=CC=CC=C12)NC1=NC=C(C=N1)C=1C(=NN(C1)CC(=O)O)OCC